(5,10-diphenyl-5,10-dihydrophenazine-2-yl)boric acid C1(=CC=CC=C1)N1C=2C=CC(=CC2N(C2=CC=CC=C12)C1=CC=CC=C1)OB(O)O